pentenyl-norbornene C(=CCCC)C12C=CC(CC1)C2